CNC1=NC=NC(=C1)C N,6-dimethylpyrimidin-4-amine